1-((S)-7-(4-fluorobenzyl)-2-phenyl-2,3-dihydro-1H-pyrido[2,3-b][1,4]oxazin-1-yl)-2-((2R,5R)-5-methyl-2-(((R)-3-methylmorpholino)methyl)piperazin-1-yl)ethan-1-one FC1=CC=C(CC2=CC3=C(OC[C@@H](N3C(CN3[C@H](CN[C@@H](C3)C)CN3[C@@H](COCC3)C)=O)C3=CC=CC=C3)N=C2)C=C1